N1=C(C=CC=2CCCNC12)CCCCOCC[C@H](N)C(=O)O O-(4-(5,6,7,8-tetrahydro-1,8-naphthyridin-2-yl)butyl)-L-homoserine